(2S,3R)-p-methylsulphonylphenylserine calcium salt [Ca+2].CS(=O)(=O)C1=CC=C(C=C1)N[C@@H](CO)C(=O)[O-].CS(=O)(=O)C1=CC=C(C=C1)N[C@@H](CO)C(=O)[O-]